ClC1=C(C=CC(=C1)F)C1=CC(OC2=CC(=CC=C12)O[C@@H](C(=O)N1C[C@H](CCC1)NC(CC)=O)C)=O N-[(3S)-1-[(2R)-2-[4-(2-chloro-4-fluoro-phenyl)-2-oxo-chromen-7-yl]oxypropanoyl]-3-piperidyl]propanamide